1-((1R,5R)-6-(7-(8-chloronaphthalen-1-yl)-2-(((S)-1-methylpyrrolidin-2-yl)methoxy)quinazolin-4-yl)-2,6-diazabicyclo[3.2.0]hept-2-yl)-2-fluoroprop-2-en-1-one ClC=1C=CC=C2C=CC=C(C12)C1=CC=C2C(=NC(=NC2=C1)OC[C@H]1N(CCC1)C)N1[C@@H]2CCN([C@@H]2C1)C(C(=C)F)=O